NC1=C(C=C(C=N1)NC(C(=O)N1[C@H](CC[C@@H](C1)C)C1=CC=C(C=C1)C(C)O)=O)C N-(6-amino-5-methyl-3-pyridyl)-2-[(2R,5S)-2-[4-(1-hydroxyethyl)phenyl]-5-methyl-1-piperidyl]-2-oxo-acetamide